FC1=C(OCC2=NC=CC(=N2)O[C@@H]2C[C@@H](N(CC2)CC2=NC3=C(N2C[C@H]2OCC2)C=C(C=C3)C(=O)NO)C)C=CC(=C1)F (((2S,4S)-4-((2-((2,4-Difluorophenoxy)methyl)pyrimidin-4-yl)oxy)-2-methylpiperidin-1-yl)methyl)-N-hydroxy-1-(((S)-oxetan-2-yl)methyl)-1H-benzo[d]imidazole-6-carboxamide